(19R)-3-ethyl-16-fluoro-10,19-dimethyl-20-oxa-3,4,8,9,11,23-hexaazapentacyclo[19.3.1.02,6.08,12.013,18]pentacosa-1(24),2(6),4,9,11,13,15,17,21(25),22-decaen-22-amine C(C)N1C=2C3=CN=C(C(O[C@@H](C4=CC(=CC=C4C4=NC(=NN4CC2C=N1)C)F)C)=C3)N